2-[4-cyclopropyl-6-(difluoromethoxy)pyrimidin-5-yl]-4-[[4-[1-cyclopropyl-4-(trifluoromethyl)imidazol-2-yl]-3-fluoro-phenyl]methoxy]-5-methoxy-pyrimidine C1(CC1)C1=NC=NC(=C1C1=NC=C(C(=N1)OCC1=CC(=C(C=C1)C=1N(C=C(N1)C(F)(F)F)C1CC1)F)OC)OC(F)F